CN([C@@H](CC1=CC(=C(C(=O)N)C=C1)F)CNC(C[C@@H](C1(CC1)C(F)(F)F)C1=COC=C1)=O)C 4-((S)-2-(dimethylamino)-3-((R)-3-(furan-3-yl)-3-(1-(trifluoromethyl)cyclopropyl)propanamido)propyl)-2-fluorobenzamide